2-(6-(2,4-dioxotetrahydropyrimidin-1(2H)-yl)-1H-indol-1-yl)acetic acid O=C1N(CCC(N1)=O)C1=CC=C2C=CN(C2=C1)CC(=O)O